N1(CCC1)CCC1=NNC2=C(C=C(C=C12)OC)F 3-(2-(azetidin-1-yl)ethyl)-7-fluoro-5-methoxy-1H-indazole